(R)-4-(2,5-dimethyl-1H-pyrrol-1-yl)-6-(3-methylmorpholino)pyridazine-3-carbonitrile CC=1N(C(=CC1)C)C1=C(N=NC(=C1)N1[C@@H](COCC1)C)C#N